[(E)-[amino-[3-[2-(1,3-benzothiazol-2-yl)-2-[[3-[[4-(tert-butoxycarbonylamino)cyclohexanecarbonyl]amino]phenyl]sulfonylamino]ethyl]phenyl]methylene]amino] acetate C(C)(=O)O/N=C(\C1=CC(=CC=C1)CC(NS(=O)(=O)C1=CC(=CC=C1)NC(=O)C1CCC(CC1)NC(=O)OC(C)(C)C)C=1SC2=C(N1)C=CC=C2)/N